2-(3-((4-ethoxy-3-(5-methyl-4-oxo-7-propyl-3,4-dihydro imidazo[5,1-f][1,2,4]triazin-2-yl)phenyl)sulfonamido)azetidin-1-yl)ethyl nitrate [N+](=O)(OCCN1CC(C1)NS(=O)(=O)C1=CC(=C(C=C1)OCC)C1=NN2C(C(N1)=O)=C(N=C2CCC)C)[O-]